ethyl 3-(5-bromo-1-(4-methoxybenzyl)-3-methyl-6-oxo-1,6-dihydropyridin-2-yl)-2-(1-hydroxycyclohexyl)-3-oxopropanoate BrC1=CC(=C(N(C1=O)CC1=CC=C(C=C1)OC)C(C(C(=O)OCC)C1(CCCCC1)O)=O)C